COC1=CC(=C(C=C1)C(C1=CC=CC=C1)NC(=O)C1(CC1)C=1C=C2C(=CNC2=CC1)CCOP(O)(O)=O)N1CCCC1 (2-{5-[1-({[4-methoxy-2-(pyrrolidin-1-yl)phenyl](phenyl)methyl}carbamoyl)cyclopropyl]-1H-indol-3-yl}ethoxy)phosphonic acid